ClC1=C(C=CC=C1)NC(NC=1C=NN(C1)C=1C=C(SC1)C(=O)NCC1CCOCC1)=O 4-(4-(3-(2-chlorophenyl)ureido)-1H-pyrazol-1-yl)-N-((tetrahydro-2H-pyran-4-yl)methyl)thiophene-2-carboxamide